BrC=1C=C2C(=CNC2=CC1)/C(/C#N)=C/C=1C=NC=CC1N(CC)CC (Z)-2-(5-bromo-1H-indol-3-yl)-3-(4-(diethylamino)pyridin-3-yl)-acrylonitrile